1-acetyl-4-acryloyl-5-(fluoromethyl)piperazin C(C)(=O)N1CCN(C(C1)CF)C(C=C)=O